(hydroxymethyl)-1-methylpiperidin-2-one OCC1C(N(CCC1)C)=O